1,3-dioxoisoindolin-5-yl 4-guanidinobenzoate hydrochloride Cl.N(C(=N)N)C1=CC=C(C(=O)OC=2C=C3C(NC(C3=CC2)=O)=O)C=C1